C(#N)C(C)(C)C1=CC(=NC=C1)C(=O)NC1=CC(=C(C=C1)C)C=1C=NC2=CC(=NC=C2C1)NCC 4-(2-cyanoprop-2-yl)-N-(3-(7-(ethylamino)-1,6-naphthyridin-3-yl)-4-methylphenyl)picolinamide